Cl.Cl.CN1CCN(CC1)[C@@H](C(=O)O)C (2R)-2-(4-methylpiperazin-1-yl)propionic acid dihydrochloride